(S)-9-(2-chloro-5-fluorobenzoyl)-2-(methoxymethyl)-2-methyl-1,2,4,7-tetrahydro-3H-pyrrolo[3',2':5,6]pyrido[3,4-b]pyrazin-3-one ClC1=C(C(=O)C2=CNC3=C2C2=C(NC([C@](N2)(C)COC)=O)C=N3)C=C(C=C1)F